ClC1=C(NC2=C(C=CC=C2)CC(=O)OCC(=O)O)C(=CC=C1)Cl 2-[2-[2-(2,6-dichloroanilino)phenyl]acetyl]oxyacetic acid